C(C)(C)(C)OC(NC1CCN(CC1)C(=O)C1=NN(C=2CCC(CC12)(F)F)CC[C@@H]1CC[C@@H](CC1)OC1=NC=CC=C1C)=O tert-butyl{1-[5,5-difluoro-1-(2-{cis-4-[(3-methylpyridin-2-yl)oxy]cyclohexyl}ethyl)-4,5,6,7-tetrahydro-1H-indazole-3-carbonyl]piperidin-4-yl}carbamate